(2S)-2-amino-4-[{(1R)-1-[1-benzyl-4-(2,5-difluorophenyl)-1H-pyrrol-2-yl]-2,2-dimethylpropyl}(glycoloyl)amino]-N-(3-{[N-(bromoacetyl)glycyl]amino}propyl)butanamid N[C@H](C(=O)NCCCNC(CNC(CBr)=O)=O)CCN(C(CO)=O)[C@H](C(C)(C)C)C=1N(C=C(C1)C1=C(C=CC(=C1)F)F)CC1=CC=CC=C1